2-(NAPHTHALEN-2-YL)PHENYLBORONIC ACID C1=C(C=CC2=CC=CC=C12)C1=C(C=CC=C1)B(O)O